C(CC)(=O)OC(CCCCCCCCCCC)Cl 1-chlorododecyl propanoate